2-(((1R)-1-(2-(6,6-difluoro-3-azabicyclo[3.1.0]hexan-3-yl)-3,7-dimethyl-4-oxo-4H-pyrido[1,2-a]pyrimidin-9-yl)ethyl)amino)benzoic acid FC1(C2CN(CC12)C=1N=C2N(C(C1C)=O)C=C(C=C2[C@@H](C)NC2=C(C(=O)O)C=CC=C2)C)F